C(C)(C)(C)OC(=O)N1NC(=C2C=CC(C=C12)(C(=O)O)C)NC(=O)OC(C)(C)C 6-methyl-3-[(tert-butoxycarbonyl)amino]indazole-1,6-dicarboxylic acid 1-tert-butyl ester